C(C)(C)(C)OC(=O)N1CC=2NN=C(C2C1)C(=O)N1CCC(CC1)C1=C(C(=C(C=C1)F)F)C(F)(F)F 3-(4-(3,4-difluoro-2-(trifluoromethyl)phenyl)piperidine-1-carbonyl)-4,6-dihydropyrrolo[3,4-c]pyrazole-5(1H)-carboxylic acid tert-butyl ester